4-(((adamantan-1-yl)amino)methyl)-N-(4-(2,6-dioxopiperidin-3-yl)phenyl)benzamide C12(CC3CC(CC(C1)C3)C2)NCC2=CC=C(C(=O)NC3=CC=C(C=C3)C3C(NC(CC3)=O)=O)C=C2